N,N,N-trimethyl-5-oxo-5-(3-((3-pentyloctanoyl)oxy)-2,2-bis(((3-pentyloctanoyl)oxy)methyl)propoxy)pentane-1-Aminium iodide [I-].C[N+](CCCCC(OCC(COC(CC(CCCCC)CCCCC)=O)(COC(CC(CCCCC)CCCCC)=O)COC(CC(CCCCC)CCCCC)=O)=O)(C)C